CC1=NN(C=C1B1OC(C(O1)(C)C)(C)C)CC(F)(F)F 3-methyl-4-(4,4,5,5-tetramethyl-1,3,2-dioxaborolan-2-yl)-1-(2,2,2-trifluoroethyl)pyrazole